5-(1H-indol-5-yl)-3-(2-methoxyphenyl)-1,2,4-oxadiazole N1C=CC2=CC(=CC=C12)C1=NC(=NO1)C1=C(C=CC=C1)OC